BrC=1C=C2C(C(CC3(C2=CC1)C(C3)C)C(C(=O)OCC)=O)=O ethyl 2-((cis)-6'-bromo-2-methyl-4'-oxo-3',4'-dihydro-2'H-spiro[cyclopropane-1,1'-naphthalen]-3'-yl)-2-oxoacetate